C(CCCCCCCCC(=O)OC1CC(NC(C1)(C)C)(C)C)(=O)OC1CC(NC(C1)(C)C)(C)C bis-(2,2,6,6-tetramethyl-4-piperidinyl) sebacate